2,6-dimethyl-2,6-diethylpiperidine CC1(NC(CCC1)(CC)C)CC